C1(CC1)OC1=NN(C=C1[N+](=O)[O-])COCC[Si](C)(C)C 3-cyclopropoxy-4-nitro-1-((2-(trimethylsilyl)ethoxy)methyl)-1H-pyrazole